6-bromo-5-hydroxy-2,4-quinazolinedione BrC=1C(=C2C(NC(NC2=CC1)=O)=O)O